NC(C(=O)O)CCC1=CC(=CC=C1)C#N 2-Amino-4-(3-cyanophenyl)butanoic acid